1-(6-chloro-4-(trifluoromethyl)pyridin-2-yl)ethan-1-one ClC1=CC(=CC(=N1)C(C)=O)C(F)(F)F